COC([C@H]1N(CCC1)C=1SC(=C(N1)C)C=1C=NN(C1)C1CCC1)=O (2S)-1-(4-methyl-5-(1-cyclobutylpyrazol-4-yl)-1,3-thiazol-2-yl)proline methyl ester